5-(((1s,3s)-3-(4-(2-(4-((2-(2-oxa-7-azaspiro[3.5]nonan-7-yl)pyrimidin-4-yl)methoxy)phenyl)propan-2-yl)phenoxy)cyclobutyl)amino)-2-(2,6-dioxopiperidin-3-yl)isoindolin-1,3-dione C1OCC12CCN(CC2)C2=NC=CC(=N2)COC2=CC=C(C=C2)C(C)(C)C2=CC=C(OC1CC(C1)NC=1C=C3C(N(C(C3=CC1)=O)C1C(NC(CC1)=O)=O)=O)C=C2